(R)-6-(2-((2-(4-fluorophenyl)-5-methyl-1H-imidazol-1-yl)methyl)phenoxy)-3-methylhexanoic acid ethyl ester C(C)OC(C[C@@H](CCCOC1=C(C=CC=C1)CN1C(=NC=C1C)C1=CC=C(C=C1)F)C)=O